tert-butyl N-[2-[3-[tert-butyl(dimethyl)silyl]oxy-3-methyl-butyl]-6-methoxy-pyrazolo[1,5-a]pyridin-5-yl]carbamate [Si](C)(C)(C(C)(C)C)OC(CCC1=NN2C(C=C(C(=C2)OC)NC(OC(C)(C)C)=O)=C1)(C)C